8-(4-(oxetan-3-yl)piperazin-1-yl)pyrido[4,3-d]pyrimidin-7(6H)-one O1CC(C1)N1CCN(CC1)C=1C(NC=C2C1N=CN=C2)=O